FC(C=1N=C2N(CCN3C2=CC=C3C(=O)OC)C1)(F)F methyl 2-(trifluoromethyl)-5,6-dihydroimidazo[1,2-a]pyrrolo[2,1-c]pyrazine-8-carboxylate